(4-(1-(3,6-dimethoxy-9H-carbazol-9-yl)ethyl)benzyl)phosphonic acid COC=1C=CC=2N(C3=CC=C(C=C3C2C1)OC)C(C)C1=CC=C(CP(O)(O)=O)C=C1